C(C)N1C[C@@H](CCCC1)NC=1OC=2C(=NC(=CC2)C2=C(C=C(C=C2C)C(F)(F)F)O)N1 2-[[(3R)-1-Ethylazepan-3-yl]amino]oxazolo[4,5-b]pyridin-5-yl-3-methyl-5-(trifluoromethyl)phenol